S(=O)(=O)([O-])[O-].[Ba+2].[I+] iodine barium sulfate